BrC(C(=O)C1=CC=C(C=C1)OC1=CC=C(C=C1)Cl)C(C)C 2-bromo-1-(4-(4-chlorophenoxy)phenyl)-3-methylbutan-1-one